CCCCCC/C=C\\CCCCCCCCC(=O)OC[C@H](COP(=O)(O)OC1[C@@H]([C@H](C([C@H]([C@H]1O)O)O)O)O)O The molecule is a 1-acyl-sn-glycero-3-phospho-1D-myo-inositol in which the 1-acyl group is specified as (10Z)-heptadecenoyl. It is a conjugate acid of a 1-(10Z)-heptadecenoyl-sn-glycero-3-phospho-1D-myo-inositol(1-).